ClC=1C(=NC(=CC1)N1N=NN=C1CN(CCC)C1CCCCC1)C#N 3-chloro-6-(5-((cyclohexyl-(propyl)amino)methyl)-1H-tetrazol-1-yl)pyridine-carbonitrile